Azidopropan-2-one N(=[N+]=[N-])CC(C)=O